(6R)-6-(4-(4'-((tert-butyldimethylsilyl)oxy)-2',3',4',5'-tetrahydro-[1,1'-biphenyl]-2-yl)piperidin-1-yl)-2-azaspiro[3.4]octane-2-carboxylic acid tert-butyl ester C(C)(C)(C)OC(=O)N1CC2(C1)C[C@@H](CC2)N2CCC(CC2)C2=C(C=CC=C2)C=2CCC(CC2)O[Si](C)(C)C(C)(C)C